N(=[N+]=[N-])C(=O)[C@H](O)[C@H](O)[C@H](O)CO azidoribose